CC1=NOC(=C1C=1C=C(OC2=C(C=C(C=C2C)NC(NCCNC(C)=O)=O)C)C=C(C1)C)C N-(2-(3-(4-(3-(3,5-dimethylisoxazol-4-yl)-5-methylphenoxy)-3,5-dimethylphenyl)ureido)ethyl)acetamide